3-azido-1-(4-trifluoromethylbenzenesulfonyl)indoline Lithium 4,5-dicyano-1,2,3-triazolate C(#N)C1(N=NN=C1C#N)C(=O)[O-].[Li+].N(=[N+]=[N-])C1CN(C2=CC=CC=C12)S(=O)(=O)C1=CC=C(C=C1)C(F)(F)F